ClC1=NC=C(C=N1)CNC([O-])=O ((2-chloropyrimidin-5-yl)methyl)carbamate